Carboxyplatinum C(=O)(O)[Pt]